N-(2-aminoethyl)piperidine NCCN1CCCCC1